ClC1=C(C=C(CNC(C(C)C)=O)C=C1)C=1NC(C=C(N1)C1=CC(=C(C=C1)C)F)=O N-{4-chloro-3-[4-(3-fluoro-4-methylphenyl)-6-oxo-1,6-dihydropyrimidin-2-yl]benzyl}isobutyramide